C(C)(=O)O/N=C(\C1=CC(=CC=C1)C[C@H](C=1SC2=C(N1)C=CC=C2)NS(=O)(=O)C2=CC=CC=C2)/N [(E)-[amino-[3-[(2R)-2-(benzenesulfonamido)-2-(1,3-benzothiazol-2-yl)ethyl]phenyl]methylene]amino] acetate